OB1OCC2=C1C=CC(=C2)OC2=CC=C(C#N)C=C2 4-((1-hydroxy-1,3-dihydrobenzo[c][1,2]oxaborol-5-yl)oxy)benzonitrile